C1(CCCC1)OC1=C(OCC(=O)O)C=C(C=C1)CN1C(N(C2=CC=C(C=C2C1=O)OC(CF)CF)C1CCN(CC1)C=O)=O [2-(cyclopentyloxy)-5-({6-[2-fluoro-1-(fluoromethyl)ethoxy]-1-(1-formylpiperidin-4-yl)-2,4-dioxo-1,4-dihydroquinazolin-3(2H)-yl}methyl)phenoxy]acetic acid